N'-[2-chloro-4-(2-fluorophenoxy)-5-methyl-phenyl]-N-ethyl-N-methyl-formamidine ClC1=C(C=C(C(=C1)OC1=C(C=CC=C1)F)C)N=CN(C)CC